1,2-diiodotetrachloroethane IC(C(I)(Cl)Cl)(Cl)Cl